NC=1N2C(C=3N(C(N(C3N1)CCN1CC=3C=C(C=NC3CC1)C)=O)C)=NC(=N2)C=2OC=CC2 5-Amino-8-furan-2-yl-1-methyl-3-[2-(3-methyl-7,8-dihydro-5H-[1,6]naphthyridin-6-yl)ethyl]-1,3-dihydro-[1,2,4]triazolo[5,1-i]purin-2-one